Methyl (S,E)-2,2-dibenzyl-5-((tert-butoxycarbonyl)amino)-7-methyloct-3-enoate C(C1=CC=CC=C1)C(C(=O)OC)(\C=C\[C@H](CC(C)C)NC(=O)OC(C)(C)C)CC1=CC=CC=C1